(E)-3-(4-((E)-2-(2,4-dichlorophenyl)-1-(4-fluoro-1H-indazol-5-yl)but-1-en-1-yl)phenyl)acrylic acid ClC1=C(C=CC(=C1)Cl)/C(=C(/C=1C(=C2C=NNC2=CC1)F)\C1=CC=C(C=C1)/C=C/C(=O)O)/CC